N-isopropyl-7-methoxy-5-[4-(trifluoromethyl)phenyl]naphthalene-2-carboxamide C(C)(C)NC(=O)C1=CC2=CC(=CC(=C2C=C1)C1=CC=C(C=C1)C(F)(F)F)OC